N-methyl-1-[2-(trifluoromethoxy)phenyl]methanamine CNCC1=C(C=CC=C1)OC(F)(F)F